Cl.CC1=CC=C(OC2=CC=C3N=C4CCCCC4=C(C3=C2)N)C=C1 7-(4-methylphenoxy)-1,2,3,4-tetrahydroacridine-9-amine hydrochloride